NCCNCCOC(CO[Ti+3])(OCCNCCN)OCCNCCN tris[2-((2-aminoethyl)amino)ethoxy]ethoxytitanium(IV)